(R)-4-(4-chlorophenyl)-1-((tetrahydrofuran-2-yl)methoxy)pyrido[4,3-d]pyridazine ClC1=CC=C(C=C1)C=1C2=C(C(=NN1)OC[C@@H]1OCCC1)C=CN=C2